COC(=O)C1OCC2OC(OC21)(C)C 2,2-dimethyl-tetrahydro-2H-furo[3,4-d][1,3]Dioxole-4-carboxylic acid methyl ester